N-(5-isobutyl-3-pyridyl)-4-methyl-2-(1-methyl-2-oxo-4-piperidyl)-3,4-dihydro-1H-isoquinoline-7-carboxamide C(C(C)C)C=1C=C(C=NC1)NC(=O)C1=CC=C2C(CN(CC2=C1)C1CC(N(CC1)C)=O)C